ClC1=CC=C(C=C1)NC1C(N(C2CC12)C1=CC(=NN1)C1=CN=NC=C1)=O endo-4-((4-chlorophenyl)amino)-2-(3-(pyridazin-4-yl)-1H-pyrazol-5-yl)-2-aza-bicyclo[3.1.0]hexan-3-one